(4R)-4-[3-[3-[5-(4-chloro-2-fluoro-phenyl)-2-pyridinyl]azetidin-1-yl]-3-oxo-propyl]oxazolidin-2-one ClC1=CC(=C(C=C1)C=1C=CC(=NC1)C1CN(C1)C(CC[C@H]1NC(OC1)=O)=O)F